P(=S)(SCC(CC(C)(C)C)C)([O-])[O-] 2,4,4-trimethylpentyl dithiophosphate